CC1C(C1C=1N=CN(C1)C(C1=CC=CC=C1)(C1=CC=CC=C1)C1=CC=CC=C1)C(=O)O trans-2-methyl-3-[1-(triphenylmethyl)-1H-imidazol-4-yl]cyclopropane-1-carboxylic acid